C(C)N1C(=NN=C1)C1=CC(=C(C=C1)NC=1N=CC2=C(N1)C(=NC(=C2)C)NCC(C)(C)C)OC N2-(4-(4-ethyl-4H-1,2,4-triazol-3-yl)-2-methoxyphenyl)-6-methyl-N8-neopentylpyrido[3,4-d]pyrimidine-2,8-diamine